C(C)(=O)NC1=CC=C(C=CC2=NC3=C(C(=CC=C3C=C2)C(=O)O)O)C=C1 2-(4-(acetylamino)styryl)-8-hydroxyquinoline-7-carboxylic acid